2,2,2-trifluoroethyl-sulfonyl chloride FC(CS(=O)(=O)Cl)(F)F